1H-pyrrolo[2,3-c]pyridine-1,2-dicarboxylic acid 1-tert-butyl 2-ethyl ester CCOC(=O)C1=CC=2C(=CN=CC2)N1C(=O)OC(C)(C)C